NC(CCNNC([C@H](CC(C)(C)C)NC(=O)C1=NC2=C(N1)C=CC=C2)=O)=O (S)-N-(1-(2-(3-amino-3-oxopropyl)hydrazineyl)-4,4-dimethyl-1-oxopentan-2-yl)-1H-benzo[d]imidazole-2-carboxamide